C(C)(C)(C)OC(=O)N1CCC(CC1)\C=C\B1OC(C(O1)(C)C)(C)C (E)-4-(2-(4,4,5,5-tetramethyl-1,3,2-dioxaborolan-2-yl)vinyl)piperidine-1-carboxylic acid tert-butyl ester